N6,N6-dimethyl-N2-((6-(4-(2-(methanesulfonyl)pyrimidin-5-yl)-1H-1,2,3-triazol-1-yl)hexanoyl)-L-valinyl)-L-lysine CN(CCCC[C@H](NC([C@@H](NC(CCCCCN1N=NC(=C1)C=1C=NC(=NC1)S(=O)(=O)C)=O)C(C)C)=O)C(=O)O)C